FC1=CC=C(C=C1C1=CC=C(C=C1)C)C1=NN(C=C1CC1=CC=C(C=C1)S(N)(=O)=O)C=1SC=C(N1)C(=O)O 2-(3-(6-fluoro-4'-methyl-[1,1'-biphenyl]-3-yl)-4-(4-sulfamoylbenzyl)-1H-pyrazol-1-yl)thiazole-4-carboxylic acid